ClC=1C=CC(=C(C1)CC(=O)NC1=CCN(C=C1)C1CCOCC1)O 4-[[2-(5-Chloro-2-hydroxyphenyl)acetyl]amino]-N-tetrahydropyran-4-yl-pyridin